8-(pyren-1-yl)isoquinoline C1(=CC=C2C=CC3=CC=CC4=CC=C1C2=C34)C=3C=CC=C4C=CN=CC34